BrC1=C(C=CC=C1)C1=CC=C(C=C1)Br 2,4'-dibromobiphenyl